3-(oxetan-2-ylmethyl)imidazo[1,2-a]pyridine-6-carboxylic acid O1C(CC1)CC1=CN=C2N1C=C(C=C2)C(=O)O